(4-((1H-indazol-5-yl)ethynyl)-[2,4'-bipyrimidinyl]-2'-yl)-3-(trifluoromethyl)-5,6,7,8-tetrahydro-[1,2,4]triazolo[4,3-a]pyrazine N1N=CC2=CC(=CC=C12)C#CC1=NC(=NC=C1)C1=NC(=NC=C1)C1CNCC=2N1C(=NN2)C(F)(F)F